CC(N)=N methyl-methanimidamide